tert-butyl 2-(2-(2-(4-(2-fluoro-5-((4-oxo-3,4-dihydrophthalazin-1-yl)methyl)benzoyl)piperazin-1-yl)-2-oxoethoxy)ethoxy)ethylcarbamate FC1=C(C(=O)N2CCN(CC2)C(COCCOCCNC(OC(C)(C)C)=O)=O)C=C(C=C1)CC1=NNC(C2=CC=CC=C12)=O